4-(4-chlorobenzyl)-2,6-dimethoxyphenol ClC1=CC=C(CC2=CC(=C(C(=C2)OC)O)OC)C=C1